NC1=NC(=NC=2N1N=C(N2)C=2OC=CC2)N2C[C@H](CCC2)CN2CCN(CC2)C2=CC=C(C(=O)N)C=C2 (R)-4-(4-((1-(7-amino-2-(furan-2-yl)-[1,2,4]triazolo[1,5-a][1,3,5]triazin-5-yl)piperidin-3-yl)methyl)piperazin-1-yl)benzamide